ClC1=C(C=CC(=C1)Cl)S(=O)(=O)NC1=CC=C(C=C1)NC1=CC(OC2=C1C=C(C=C2)[N+](=O)[O-])=O 2,4-dichloro-N-(4-((6-nitro-2-oxo-2H-benzopyran-4-yl)amino)phenyl)benzenesulfonamide